FC1=CC=C(C=C1)S(=O)(=O)N1[C@@H](C2CC1C2)C(=O)NCC=2C(=NN(C2)C=2C=NC(=NC2)C(F)(F)F)C(F)(F)F (2S)-3-(4-fluorophenyl)sulfonyl-N-[[3-(trifluoromethyl)-1-[2-(trifluoromethyl)pyrimidin-5-yl]pyrazol-4-yl]methyl]-3-azabicyclo[2.1.1]hexane-2-carboxamide